CC1=C(C=C(C(=C1)C=CC)C)C 1,2,4-trimethyl-5-propenylbenzene